FC(CN1CC(N(CC1)CC1=C2C=CN(C2=C(C=C1OC)C)C(=O)OC(C)(C)C)C1=CC(=C(C=C1)C(=O)OC)NC)F tert-Butyl 4-((4-(2,2-difluoroethyl)-2-(4-(methoxycarbonyl)-3-(methylamino)phenyl)piperazin-1-yl)methyl)-5-methoxy-7-methyl-1H-indole-1-carboxylate